2-Hydroxy-6-methoxy-1-(4-methoxyphenyl)-2-[4-(trifluoromethyl)phenyl]-2,3-dihydro-1H-indol-3-one OC1(N(C2=CC(=CC=C2C1=O)OC)C1=CC=C(C=C1)OC)C1=CC=C(C=C1)C(F)(F)F